(2R)-2-amino-3-(3-chloro-4-hydroxyphenyl)propionic acid methyl ester COC([C@@H](CC1=CC(=C(C=C1)O)Cl)N)=O